C(#N)[C@@H](C(=O)N1CC2(CC2)[C@@H]([C@@H]1CC=1C(=C(C=CC1)C1=CC=CC=C1)F)NS(=O)(=O)C(F)F)C N-((6S,7S)-5-((S)-2-cyanopropanoyl)-6-((2-fluoro-[1,1'-biphenyl]-3-yl)methyl)-5-azaspiro[2.4]heptan-7-yl)-1,1-difluoromethanesulfonamide